2-((2-acrylamido-6-amino-5-methoxypyridin-3-yl)(methyl)amino)ethyl-(methyl)Urethane C(C=C)(=O)NC1=NC(=C(C=C1N(CCN(C(=O)OCC)C)C)OC)N